4-methyl-5-hydroxyethyl-thiazole nitrate [N+](=O)(O)[O-].CC=1N=CSC1CCO